2-fluoro-N-(4-iodophenyl)benzamide platinum-titanium-iron [Fe].[Ti].[Pt].FC1=C(C(=O)NC2=CC=C(C=C2)I)C=CC=C1